6-(4-(methoxycarbonyl)phenyl)-4-(pyrimidin-2-yl)-3,6-dihydropyridine-1(2H)-carboxylic acid benzyl ester C(C1=CC=CC=C1)OC(=O)N1CCC(=CC1C1=CC=C(C=C1)C(=O)OC)C1=NC=CC=N1